O=C1N(CCN1C1=CC(=CC=C1)OC[3H])C=1C=C(C=CC1)C[C@H](C(=O)O)[C@@H]1CNCC1 (2S)-3-[3-[2-oxo-3-[3-(tritiomethoxy)phenyl]imidazolidin-1-yl]phenyl]-2-[(3R)-pyrrolidin-3-yl]propionic acid